C(=O)=C1NC2=CC=C(C=3C2=C1C=CC3)N3N=CC(=C3C(F)(F)F)C(=O)NC3=CC(=NC=C3)C(F)(F)F 1-(2-carbonyl-1,2-dihydrobenzo[cd]indol-6-yl)-5-(trifluoromethyl)-N-(2-(trifluoromethyl)pyridin-4-yl)-1H-pyrazole-4-carboxamide